C(C)(C)C1=C(C=CC=C1)C=1N=C(C2=C(N1)N=CC=C2)NCC2CCN(CC2)C=2N=NC=CC2C 2-(2-isopropylphenyl)-N-((1-(4-methylpyridazin-3-yl)piperidin-4-yl)methyl)pyrido[2,3-d]pyrimidin-4-amine